4-cyclopropylbutan-1,3-diol C1(CC1)CC(CCO)O